C(=C)N1N=NC=C1 1-vinyl-1H-1,2,3-triazole